C1(=CC=CC=C1)N(C1=CC2=C(C=3C=CC(OC3C=C2)(C2=CC=CC=C2)C2=CC=C(C=O)C=C2)C=C1)C1=CC=CC=C1 4-(8-(diphenylamino)-3-phenyl-3H-benzo[f]chromen-3-yl)benzaldehyde